CCCCCCC/C=C/CCCC/C=C/C=C/CCC(=O)O 12-eicosatrienoic acid